N-(3-(diethylamino)propyl)-2-(4-isopropylphenyl)benzo[d]imidazo[2,1-b]thiazole-7-carboxamide C(C)N(CCCNC(=O)C1=CC2=C(N3C(S2)=NC(=C3)C3=CC=C(C=C3)C(C)C)C=C1)CC